NC=1C(=NC(=C(N1)F)C1=C(C(=C(C=C1)N1CCOCC1)CN1CCC1)F)C=1C=C2CCNC(C2=C(C1)F)=O 6-(3-amino-6-(3-(azetidin-1-ylmethyl)-2-fluoro-4-morpholinophenyl)-5-fluoropyrazin-2-yl)-8-fluoro-3,4-dihydroisoquinolin-1(2H)-one